isopropyl (2E,4E)-11-methoxy-3,7,11-trimethyl-2,4-dodecadienoate COC(CCCC(C/C=C/C(=C/C(=O)OC(C)C)/C)C)(C)C